CN1CN(C=C1)C#N 1-methyl-3-cyanoimidazole